C(C(C)C)N1CCCC1 1-isobutylpyrrolidin